[Ag]Cl.[Pt] platinum-silver chloride